1-(4,6-dibromo-3-pyridyl)-3-[1-[3-(triazol-2-yl)pyrazin-2-yl]ethyl]urea BrC1=C(C=NC(=C1)Br)NC(=O)NC(C)C1=NC=CN=C1N1N=CC=N1